C(C(=C)C)(=O)OCCC[Si](O[Si](CCCOC(C(=C)C)=O)(O[Si](C)(C)C)O[Si](C)(C)C)(O[Si](C)(C)C)O[Si](C)(C)C 1,3-bis(3-methacryloyloxypropyl)tetra(trimethylsiloxy)disiloxane